N-[(3R)-1-Benzylpyrrolidin-3-yl]-5-methyl-2-(5-morpholin-4-yl-3,4'-bipyridin-2'-yl)-1H-imidazole-4-carboxamide trifluoroacetate salt FC(C(=O)O)(F)F.C(C1=CC=CC=C1)N1C[C@@H](CC1)NC(=O)C=1N=C(NC1C)C1=NC=CC(=C1)C=1C=NC=C(C1)N1CCOCC1